C1(=CC=CC=C1)N(C1=CC=C(C2=CC=CC=C12)C1=CC=C(C2=CC=CC=C12)N(C1=CC=CC2=CC=CC=C12)C1=CC=CC=C1)C1=CC=CC2=CC=CC=C12 N,N'-diphenyl-N,N'-bis(α-naphthyl)-1,1'-binaphthyl-4,4'-diamine